Cl.Cl.N1CC(C1)C=1SC=CN1 2-(azetidin-3-yl)thiazole dihydrochloride